C(C)(C)(C)OC(NCC1CC(C1)=O)=O ((3-oxocyclobutyl)methyl)carbamic acid tert-butyl ester